O=C1NC(CCC1N1C(C2=CC=CC(=C2C1=O)CCCNC(OC(C)(C)C)=O)=O)=O Tert-butyl N-[3-[2-(2,6-dioxo-3-piperidyl)-1,3-dioxo-isoindolin-4-yl]propyl]carbamate